5-(trifluoromethyl)pyridin-3-yl 2-(4-(2-chlorophenoxy)benzyl)-2,7-diazaspiro[3.5]nonane-7-carboxylate ClC1=C(OC2=CC=C(CN3CC4(C3)CCN(CC4)C(=O)OC=4C=NC=C(C4)C(F)(F)F)C=C2)C=CC=C1